3-((2-methoxy-4-(methoxycarbonyl)phenyl)amino)propionic acid COC1=C(C=CC(=C1)C(=O)OC)NCCC(=O)O